Tert-butyl (3-((1-cyano-3-hydroxypropan-2-yl)amino) propyl)(methyl)carbamate C(#N)CC(CO)NCCCN(C(OC(C)(C)C)=O)C